C1(CCC1)OC(=O)NC=1C=C(C=C(C1)C=1C=NN(C1)C)NC1=CC2=C(C=N1)N(C(N2[C@H]2C[C@@H](CC2)NC(OCCOC)=O)=O)C 2-methoxyethyl ((1R,3R)-3-(6-((3-((cyclobutoxycarbonyl)amino)-5-(1-methyl-1H-pyrazol-4-yl)phenyl)amino)-3-methyl-2-oxo-2,3-dihydro-1H-imidazo[4,5-c]pyridin-1-yl)cyclopentyl)carbamate